(S)-3-((R)-(((S or R)-2-(4-cyanophenyl)propyl)amino)(phenyl)methyl)-2,3-dihydro-1H-pyrido[2,3-b][1,4]oxazine-7-carboxamide C(#N)C1=CC=C(C=C1)[C@@H](CN[C@@H]([C@@H]1CNC2=C(O1)N=CC(=C2)C(=O)N)C2=CC=CC=C2)C |o1:8|